FC1=C(C=CC=C1)C1=CN2C[C@@H](CC3=CC=CC1=C23)NC (R)-1-(2-fluorophenyl)-N-methyl-5,6-dihydro-4H-pyrrolo[3,2,1-ij]quinolin-5-amine